O1[C@H](COC2=C1C=CC=C2)C2=CC=C(CN1CC(C1)C1=CC=C(C(=O)O)C=C1)C=C2 4-{1-[(S)-4-(2,3-dihydro-benzo[1,4]dioxin-2-yl)-benzyl]-azetidin-3-yl}-benzoic acid